FC1C[C@H](N(C1)C(=O)OC(C)(C)C)COS(=O)(=O)C tert-butyl (2S)-4-fluoro-2-[(methanesulfonyloxy)methyl]pyrrolidine-1-carboxylate